CC(C)(C)OC(=O)NCC(=O)O t-Boc-glycine